iodooxazine IC=1NOC=CC1